C1=C(NC(=N1)[N+](=O)[O-])CCCCCC(=O)O 6-(2-nitro-1H-imidazolyl)hexanoic acid